ClC1=CNC2=NC=C(C=C21)C=2C=C1CCN(CC1=C(C2)[C@H]2NCCOC2)C(=O)C2CCOCC2 (R)-[6-(3-Chloro-1H-pyrrolo[2,3-b]pyridin-5-yl)-8-(morpholin-3-yl)-3,4-dihydroisoquinoline-2(1H)-yl](tetrahydro-2H-pyran-4-yl)methanone